FC(OC1=CC=CC(=N1)NC1=CC=C2C=CNC2=C1)(F)F N-(6-(trifluoromethoxy)pyridin-2-yl)-1H-indol-6-amine